C1(CC1)NC1=NC=C(C(=O)NC2=CC(=C(C=C2)C)[C@H](C)NC=2C=NC=3C(N2)=NN(C3)CC)C=C1C (S)-6-(cyclopropylamino)-N-(3-(1-((2-ethyl-2H-pyrazolo[3,4-b]pyrazin-6-yl)amino)ethyl)-4-methylphenyl)-5-methylnicotinamide